C(C)OC(=O)C=1N(C2=CC=C(C=C2C1)[N+](=O)[O-])CC(F)F 5-Nitro-1-(2,2-difluoroethyl)-1H-indole-2-carboxylic acid ethyl ester